6-[[4-[[(1S)-2-hydroxy-1-phenyl-ethyl]amino]-5-(5-methyl-1H-1,2,4-triazol-3-yl)pyrimidin-2-yl]amino]-2-methyl-3,4-dihydroisoquinolin-1-one OC[C@H](C1=CC=CC=C1)NC1=NC(=NC=C1C1=NNC(=N1)C)NC=1C=C2CCN(C(C2=CC1)=O)C